FC1=CC(=C2C=C(N(C2=C1)C1=CC(=C(C=C1)F)C)C1CCOCC1)OC 6-fluoro-1-(4-fluoro-3-methyl-phenyl)-4-methoxy-2-tetrahydropyran-4-yl-indole